C(C)P(OP(O)(O)(CC)CC)(O)(O)CC.ClC1=CC=C(C=N1)C1(COC1)O 3-(6-Chloropyridin-3-yl)oxetan-3-ol tetraethyl-diphosphite